3-(7-(2-((tert-butoxycarbonyl)amino)-7-fluorobenzo[d]thiazol-4-yl)-8-chloro-6-fluoro-1H-[1,2,3]Triazolo[4,5-c]quinolin-1-yl)azetidine-1-carboxylate C(C)(C)(C)OC(=O)NC=1SC2=C(N1)C(=CC=C2F)C=2C(=CC=1C3=C(C=NC1C2F)N=NN3C3CN(C3)C(=O)[O-])Cl